OCC1CN(CCN1)C=1N=CC2=C(N1)CCN(C2)C(=O)OC(C)(C)C tert-butyl 2-(3-(hydroxymethyl)piperazin-1-yl)-7,8-dihydropyrido[4,3-d]pyrimidine-6(5H)-carboxylate